FC(C1=CC=C(C=C1)C1=CC(=NC=C1)C=O)(F)F 4-(4-(Trifluoromethyl)phenyl)picolinaldehyde